C1=CC=CC=2C3=CC=CC=C3C(=CC12)N(C1=CC=C(C=C1)C1=CC=C(N(C2=CC=CC=C2)C=2C3=CC=CC=C3C=3C=CC=CC3C2)C=C1)C1=CC=CC=C1 N,N'-bis(phenanthr-9-yl)-N,N'-bis(phenyl)-benzidine